ClC=1C=C2C(C(=CN(C2=CC1N1[C@H](CC(C1)C1CCC1)COC1=NC=CC=C1Cl)C=1C=NC(=CC1)N1CC(C1)N(C)C)C(=O)O)=O 6-chloro-7-((2R)-2-(((3-chloropyridin-2-yl)oxy)methyl)-4-cyclobutylpyrrolidin-1-yl)-1-(6-(3-(dimethylamino)azetidin-1-yl)pyridin-3-yl)-4-oxo-1,4-dihydroquinoline-3-carboxylic acid